OC([C@@H](CO)NC(=O)C=1C=2C[C@@H]3[C@H](C2N(N1)C1=C(C=C(C=C1)F)F)C3)C (1aR,5aR)-2-(2,4-Difluoro-phenyl)-1a,2,5,5a-tetrahydro-1H-2,3-diaza-cyclopropa[a]pentalene-4-carboxylic acid [(R)-2-hydroxy-1-[(S)-hydroxymethyl]-propyl]-amide